NC1=CC2=C(N=C(N=C2)C)N1C(C)C=1C=NNC1 6-amino-2-methyl-7-[1-(1H-pyrazol-4-yl)ethyl]pyrrolo[2,3-d]pyrimidine